1,3-bis(4-aminophenethyl)urea NC1=CC=C(CCNC(=O)NCCC2=CC=C(C=C2)N)C=C1